CN1C(=CC=C1)C#N 1-methyl-1H-pyrrole-2-carbonitrile